1-tert-butyl 2-methyl 4-[6-((3-(4-fluorophenyl)-5-methylisoxazol-4-yl)methoxy)pyridazin-3-yl]piperazine-1,2-dicarboxylate FC1=CC=C(C=C1)C1=NOC(=C1COC1=CC=C(N=N1)N1CC(N(CC1)C(=O)OC(C)(C)C)C(=O)OC)C